((2-((4-Aminopyridin-2-yl)oxy)ethyl)(methyl)(oxo)-λ6-sulfanylidene)carbamic acid benzyl ester C(C1=CC=CC=C1)OC(N=S(=O)(C)CCOC1=NC=CC(=C1)N)=O